7-{[(1R)-1-{4-[1-(4-Acryloylpiperazin-1-yl)-4,4-difluorocyclohexyl]Phenyl}ethyl]Amino}-1-(prop-2-yl)-1,6-naphthyridin-2(1H)-one C(C=C)(=O)N1CCN(CC1)C1(CCC(CC1)(F)F)C1=CC=C(C=C1)[C@@H](C)NC1=NC=C2C=CC(N(C2=C1)C(C)C)=O